CC1=C(C(=CC=C1)C)C1=NC=2NS(C=3C=CC=C(C(N([C@@H](COC(=C1)N2)CC(C)(C)C)C=2C=NNC2)=O)C3)(=O)=O (11R)-6-(2,6-dimethylphenyl)-11-(2,2-dimethylpropyl)-2,2-dioxo-12-(1H-pyrazol-4-yl)-9-oxa-2λ6-thia-3,5,12,19-tetrazatricyclo[12.3.1.14,8]nonadeca-1(18),4(19),5,7,14,16-hexaen-13-one